C(#N)C=1C(=NC(=C(C1CC)C#N)N1CCNCCC1)SC(C(=O)N)C1=CC=CC=C1 2-{[3,5-dicyano-6-(1,4-diazepan-1-yl)-4-ethylpyridin-2-yl]sulfanyl}-2-phenylacetamide